C(C1=CC=CC=C1)OC1=NC=C(C(=C1)I)C 2-(Benzyloxy)-4-iodo-5-methylpyridine